C(C)C(COC)(COC)C(C)C 2-ethyl-2-isopropyl-1,3-dimethoxypropane